CC1=CC(=CC2=C1C=CC(=C2C(=O)O)[O-])OC The molecule is a member of the class of naphthoates that is 1-naphthoate substituted at positions 2, 5 and 7 by hydroxy, methyl and methoxy groups respectively; major species at pH 7.3. It has a role as a bacterial metabolite.